n-butyl (ethyl) phthalate C(C=1C(C(=O)OCC)=CC=CC1)(=O)OCCCC